N-((1H-pyrazol-4-yl)methyl)-N-(2,4-dichlorobenzyl)-3,5-difluorobenzamide N1N=CC(=C1)CN(C(C1=CC(=CC(=C1)F)F)=O)CC1=C(C=C(C=C1)Cl)Cl